(4-(2-chlorophenyl)thiazol-2-yl)-5-(2-oxa-7-azaspiro[3.5]nonan-7-yl)picolinamide ClC1=C(C=CC=C1)C=1N=C(SC1)C=1C(=NC=C(C1)N1CCC2(COC2)CC1)C(=O)N